N-methoxy-N-methyl-2-(2-(methylthio)-4H-pyrrolo[2,3-d]thiazol-6-yl)acetamide CON(C(CC1=CNC=2N=C(SC21)SC)=O)C